2-(6-Chloro-benzothiazol-2-ylamino)-1-methyl-1H-benzoimidazole-5-carboxylic acid (2-dimethylcarbamoyl-ethyl)-amide CN(C(=O)CCNC(=O)C1=CC2=C(N(C(=N2)NC=2SC3=C(N2)C=CC(=C3)Cl)C)C=C1)C